OC1C2(C(N(C(C1(CN(C2)CC=2C(=NC=CC2)C(=O)O)C(=O)OC)C2=NC=CC=C2)CC=2C(=NC=CC2)C(=O)O)C2=NC=CC=C2)C(=O)OC 6'-[{9-hydroxy-1,5-bis-(methoxycarbonyl)-2,4-di(pyridin-2-yl)-3,7-diazabicyclo[3.3.1]nonane-3,7-diyl}bis(methylene)]dipicolinic acid